(R/S)-6-((5-(trifluoromethyl)pyridin-2-yl)oxy)-2-azabicyclo[2.2.2]octane FC(C=1C=CC(=NC1)OC1CC2CN[C@@H]1CC2)(F)F |r|